(E)-ethyl 3-(3-(4-chlorobenzoyl)-1'-methyl-6'-oxo-1',6'-dihydro-[2,3'-bipyridin]-4'-yl)acrylate ClC1=CC=C(C(=O)C=2C(=NC=CC2)C2=CN(C(C=C2/C=C/C(=O)OCC)=O)C)C=C1